C1C(CCC12CNCCC2)O 7-azaspiro[4.5]decan-2-ol